ClC1=NC=CC=C1C(C(F)F)=O 1-(2-chloro-3-pyridyl)-2,2-difluoro-ethanone